(1R,2S,4S,6S)-6-ethyl-2-(hydroxymethyl)-2-(methoxymethyl)quinuclidin-3-one C(C)[C@H]1C[C@H]2C([C@@](N1CC2)(COC)CO)=O